N[C@H]1[C@H](CN(CC1)C(=O)C1=C(C=C(C=C1)NC=1C=2N(C=CN1)C(=CN2)C2=CC(=C(C=C2)OC)F)C)O [(3S,4R)-4-amino-3-hydroxypiperidin-1-yl]-[4-[[3-(3-fluoro-4-methoxyphenyl)imidazo[1,2-a]pyrazin-8-yl]amino]-2-methylphenyl]methanone